C(#N)C12CC(C1)(C2)N2N=CC(=C2)C=2N=C(C=1N(C2)N=CC1F)N1C([C@]([C@@H](C1)C)(C#N)C1CC1)=O (3R,4S)-1-(6-(1-(3-cyanobicyclo[1.1.1]pentan-1-yl)-1H-pyrazol-4-yl)-3-fluoropyrazolo[1,5-a]pyrazin-4-yl)-3-cyclopropyl-4-methyl-2-oxopyrrolidine-3-carbonitrile